C(C)(C)C1=CC=C(C=C1)CC(C=O)C 3-(p-isopropylphenyl)-2-methylpropanal